Propen-1-amine C(=CC)N